Cl.NCC1(COC1)C[O-] (3-(aminomethyl)oxetan-3-yl)methanolate hydrochloride